ClC1=C(C=CC=C1Cl)C=NC1=CC=CC=C1 N-[(2,3-dichlorophenyl)methylene]aniline